CC=1N=C2N(N=C(C=C2C)N2C=NC3=CC(=CC=C3C2=O)N2CCN(CC2)C(=O)OC(C)(C)C)C1 tert-butyl 4-(3-(2,8-dimethylimidazo[1,2-b]pyridazin-6-yl)-4-oxo-3,4-dihydroquinazolin-7-yl)piperazine-1-carboxylate